((3-(4-amino-3-methylphenoxy)benzyl)oxy)benzonitrile NC1=C(C=C(OC=2C=C(COC3=C(C#N)C=CC=C3)C=CC2)C=C1)C